4-(4-(tert-butoxycarbonyl)-1,4-diazepan-1-yl)-6,7-dimethoxyquinoline-3-carboxylate C(C)(C)(C)OC(=O)N1CCN(CCC1)C1=C(C=NC2=CC(=C(C=C12)OC)OC)C(=O)[O-]